1-Ethyl 2-[2-(tert-butoxycarbonylamino)ethoxy]acetate C(C)(C)(C)OC(=O)NCCOCC(=O)OCC